OCCCCCC1CCN(CC1)C(=O)OC(C)(C)C tert-Butyl 4-(5-hydroxypentyl)piperidine-1-carboxylate